NC1CCC(CC1)NC1=NC2=C(C=C(C=C2C=N1)C1=CN=C(S1)NS(=O)(=O)C1=C(C=CC=C1)Cl)CC N-(5-(2-(((1r,4r)-4-aminocyclohexyl)amino)-8-ethylquinazolin-6-yl)thiazol-2-yl)-2-chlorobenzene-sulfonamide